BrC1=C(C=CC(=C1)S(=O)(=O)CC)OC 2-bromo-4-(ethylsulfonyl)-1-methoxybenzene